FC1=C(CNC(CC)=O)C=CC(=C1)F N-(2,4-difluorobenzyl)propionamide